S1CC(=CC=C1)N 2H-thiopyran-3-ylamine